N-((1S,3R)-3-aminocyclohexyl)-4-(5-methyl-7H-pyrrolo[2,3-d]pyrimidin-4-yl)-3,4-dihydro-2H-1,4-thiazine-6-carboxamide hydrochloride Cl.N[C@H]1C[C@H](CCC1)NC(=O)C1=CN(CCS1)C=1C2=C(N=CN1)NC=C2C